C(C)(=O)OC(C1=C(C(=CC=C1C)[N+](=O)[O-])C)OC(C)=O (2,6-Dimethyl-3-nitrophenyl)methylene diacetate